(E)-3-[4-[2-[5-[(6,7-difluoro-4-methylsulfinyl-1H-indol-5-yl)oxy]-2-fluoro-phenyl]-1H-imidazol-4-yl]-4-methyl-chroman-8-yl]prop-2-enoic acid FC1=C(C(=C2C=CNC2=C1F)S(=O)C)OC=1C=CC(=C(C1)C=1NC=C(N1)C1(CCOC2=C(C=CC=C12)/C=C/C(=O)O)C)F